NC1=C2C(=NC=N1)N(N=C2C2=NOC(=C2C2CCC(CC2)C(=O)O)C2CC2)C(C)C (1r,4r)-4-{3-[4-amino-1-(propan-2-yl)-1H-pyrazolo[3,4-d]pyrimidin-3-yl]-5-cyclopropyl-1,2-oxazol-4-yl}cyclohexane-1-carboxylic acid